BrC1=C(C(=C(C=C1)C(F)F)F)OC bromo-4-(difluoromethyl)-3-fluoro-2-methoxybenzene